FC(S(=O)(=O)C=1C=C(C=CC1)CN1CCC2(CN(C2)C(=O)N2CC3(C2)NC(CCC3)=O)C1)(F)F 2-[7-[[3-(trifluoromethylsulfonyl)phenyl]methyl]-2,7-diazaspiro[3.4]octane-2-carbonyl]-2,5-diazaspiro[3.5]nonan-6-one